2-[(CARBAMOYLMETHYL)(4-FORMYL-3-METHYLPHENYL)AMINO]ACETAMIDE C(N)(=O)CN(CC(=O)N)C1=CC(=C(C=C1)C=O)C